ClC1=C(N=C(N=N1)NC[C@H]1CN(CCO1)C(=O)OC(C)(C)C)C Tert-butyl (2S)-2-{[(6-chloro-5-methyl-1,2,4-triazin-3-yl)amino]methyl}morpholine-4-carboxylate